FC(C=1C=C(C=CC1)S(=O)(=O)N)F 3-(difluoromethyl)benzenesulfonamide